1-[2-[4-[(3S)-3-(5-methylpyrazin-2-yl)-1,2-oxazolidine-2-carbonyl]piperidin-1-yl]pyrimidin-4-yl]pyrrolidin-2-one CC=1N=CC(=NC1)[C@H]1N(OCC1)C(=O)C1CCN(CC1)C1=NC=CC(=N1)N1C(CCC1)=O